2-(4-fluorophenoxy)-2-methyl-1-(4-((4-(trifluoromethoxy)phenyl)sulfonyl)piperazin-1-yl)propan-1-one FC1=CC=C(OC(C(=O)N2CCN(CC2)S(=O)(=O)C2=CC=C(C=C2)OC(F)(F)F)(C)C)C=C1